C1(=CC=CC=C1)C1(CC1)N 1-phenylcyclopropan-1-amine